F[C@@H]1C[C@]12CN(C(C1=CC=C(C=C21)C(CBr)F)=O)CC(=O)OC(C)(C)C tert-butyl 2-((1S,2R)-2-fluoro-1'-oxo-6'-(2-bromo-1-fluoroethyl)-1'H-spiro[cyclopropane-1,4'-isoquinolin]-2'(3'H)-yl)acetate